C(C)(=O)C=1C=C(C=C(C1)OC)NC1=NC=C(C(=N1)NC=1C=CC2=C(NC(O2)=O)C1)C 5-(2-(3-acetyl-5-methoxyphenylamino)-5-methylpyrimidin-4-ylamino)benzo[d]oxazol-2(3H)-one